2-methyl-N-((R)-1-(2-(1-methyl-1H-pyrazol-4-yl)quinolin-4-yl)ethyl)-5-((1R*,4R*)-5-methyl-2,5-diazabicyclo[2.2.1]heptan-2-yl)benzamide CC1=C(C(=O)N[C@H](C)C2=CC(=NC3=CC=CC=C23)C=2C=NN(C2)C)C=C(C=C1)N1[C@H]2CN([C@@H](C1)C2)C |o1:29,32|